trans-4-((((trans)-4-(4-Methoxy-3-methylphenyl)cyclohexyl)methyl)(4-(1-(trifluoromethyl)-1H-pyrazol-4-yl)pyridin-2-yl)carbamoyl)cyclohexyl 3-hydroxyazetidine-1-carboxylate OC1CN(C1)C(=O)O[C@@H]1CC[C@H](CC1)C(N(C1=NC=CC(=C1)C=1C=NN(C1)C(F)(F)F)C[C@@H]1CC[C@H](CC1)C1=CC(=C(C=C1)OC)C)=O